BrC=1N=C(C(=NC1)Cl)OC 5-bromo-2-chloro-3-methoxypyrazine